N-(2-methyl-4-carboxyphenyl)nitrone CC1=C(C=CC(=C1)C(=O)O)[N+](=C)[O-]